C(#N)CC1CC(C1)(C1=NN=CN1C)C=1C=C(C=CC1)NC(=O)C1=CC(=C2C(=N1)C=CN2)CN2CCCC2 N-(3-(3-(cyanomethyl)-1-(4-methyl-4H-1,2,4-triazol-3-yl)cyclobutyl)phenyl)-7-(pyrrolidin-1-ylmethyl)-1H-pyrrolo[3,2-b]pyridine-5-carboxamide